ethyl 2-(((1s,3R)-3-(3-chlorophenyl)-3-(2-(piperidin-1-yl)ethyl)cyclobutyl)(methyl)amino)-2-(4-fluoro-1-((1r,4R)-4-methoxycyclohexyl)-3-methyl-1H-indazol-7-yl)acetate ClC=1C=C(C=CC1)C1(CC(C1)N(C(C(=O)OCC)C=1C=CC(=C2C(=NN(C12)C1CCC(CC1)OC)C)F)C)CCN1CCCCC1